C(N)(=O)C1=C2C(=NN(C2=CC(=C1)N1C[C@@H](N([C@H](C1)C)C(=O)OC(C)(C)C)C)C1OCCCC1)NC=1C=C(C=2N(C1)C=C(N2)C)F tert-butyl (2S,6S)-4-[4-carbamoyl-3-[(8-fluoro-2-methylimidazo-[1,2-a]pyridin-6-yl)amino]-1-tetrahydropyran-2-yl-indazol-6-yl]-2,6-dimethyl-piperazine-1-carboxylate